C(C)OC(=O)C=1C2=C(NC(C1)=O)NN=C2 6-oxo-6,7-dihydro-1H-pyrazolo[3,4-b]pyridine-4-carboxylic acid ethyl ester